[K].N1=CC=C(C=2OC[C@H]3N(C21)CCC3)S (S)-6a,7,8,9-tetrahydro-6H-pyrido[3,2-b]pyrrolo[1,2-d][1,4]oxazine-4-thiol potassium